(R)-1-phenyl-3-(m-methoxyphenyl)propan-1-ol C1(=CC=CC=C1)[C@@H](CCC1=CC(=CC=C1)OC)O